(±)-trans-4-phenyl-N-[2-(pyrid-3-yloxy)phenyl]Pyrrolidine-3-carboxamide C1(=CC=CC=C1)[C@H]1[C@@H](CNC1)C(=O)NC1=C(C=CC=C1)OC=1C=NC=CC1 |r|